alanyl-asparagine N[C@@H](C)C(=O)N[C@@H](CC(N)=O)C(=O)O